ethyl 7-chloro-1-ethyl-6-fluoro-4-oxo-1,4-dihydroquinoline-3-carboxylate ClC1=C(C=C2C(C(=CN(C2=C1)CC)C(=O)OCC)=O)F